3-[4-cyclopropyl-6-(2,2-dimethylmorpholin-4-yl)pyridin-2-yl]-4-methyl-1-{[1-(propan-2-yl)-1H-pyrazol-4-yl]methyl}-1,3-dihydro-2H-imidazol-2-one C1(CC1)C1=CC(=NC(=C1)N1CC(OCC1)(C)C)N1C(N(C=C1C)CC=1C=NN(C1)C(C)C)=O